[Br-].C(CCC)[N+](CCCC)(CCCC)CCCC.[Sn] tin tetrabutylammonium bromide